di-n-butyltin bis(neodecanoate) C(CCCCCC(C)(C)C)(=O)[O-].C(CCCCCC(C)(C)C)(=O)[O-].C(CCC)[Sn+2]CCCC